Methyldodecyl-dimethoxysilane C[Si](OC)(OC)CCCCCCCCCCCC